5-(methyl-d3)-2-(4-(methyl-d3)phenyl)pyridine C(C=1C=CC(=NC1)C1=CC=C(C=C1)C([2H])([2H])[2H])([2H])([2H])[2H]